dimethylsilyl-bis(4-phenyl-2-methyl-1H-inden-1-yl)zirconium dichloride [Cl-].[Cl-].C[SiH](C)[Zr+2](C1C(=CC2=C(C=CC=C12)C1=CC=CC=C1)C)C1C(=CC2=C(C=CC=C12)C1=CC=CC=C1)C